N(=[N+]=[N-])CCCCCCOC1=C(C=CC=C1)C1=CC=CC=C1 2-((6-azidohexyl)oxy)-1,1'-biphenyl